(S)-6-(Azetidin-1-yl)-N-(3-(3,4-dihydroisochinolin-2(1H)-yl)-2-hydroxypropyl)imidazo[1,2-a]pyridin-2-carboxamid N1(CCC1)C=1C=CC=2N(C1)C=C(N2)C(=O)NC[C@@H](CN2CC1=CC=CC=C1CC2)O